C(C)(=O)OC1C(CCCC1)C(C)(C)C (2-tertbutylcyclohexyl) acetate